ClC1=C(C=CC(=C1)CNCCCNC(OC(C)(C)C)=O)C1=CC=CC=C1 tert-Butyl (3-(((2-chloro-[1,1'-biphenyl]-4-yl)methyl)amino)propyl)carbamate